({(3S)-3-({N-[(4-methoxy-1H-indol-2-yl)carbonyl]-L-leucyl}amino)-2-oxo-4-[(3S)-2-oxopyrrolidin-3-yl]butyl}oxy)methyl 2-methylpropanoate CC(C(=O)OCOCC([C@H](C[C@H]1C(NCC1)=O)NC([C@@H](NC(=O)C=1NC2=CC=CC(=C2C1)OC)CC(C)C)=O)=O)C